CN1C=2C(NC(=NC2NC[C@H]1CNC1=CC=C(C(N[C@@H](CCC(=O)O)C(=O)O)=O)C=C1)N)=O |&1:10| racemic-5-methyl-tetrahydrofolic acid